2-(1-dimethylaminophenylazo)pyridine tris-(2-ethylhexyl)trimellitate C(C)C(CC=1C(=C(C(=C(C1C(=O)O)C(=O)O)CC(CCCC)CC)C(=O)O)CC(CCCC)CC)CCCC.CN(C1(CC=CC=C1)N=NC1=NC=CC=C1)C